methyl 4-bromo-5-fluoro-2-(methoxy-d3)benzoate BrC1=CC(=C(C(=O)OC)C=C1F)OC([2H])([2H])[2H]